1-(2-naphthyl)-1,3-butadiene C1=C(C=CC2=CC=CC=C12)C=CC=C